ClC=1C(=C(CNC(=O)C=2C(C(=C3N(N4[C@@H](C=C[C@@H](N(C3=O)C4)C)C)C2)O)=O)C=CC1F)F (1S,2R,5S)-N-(3-chloro-2,4-difluorobenzyl)-8-hydroxy-2,5-dimethyl-7,9-dioxo-2,5,7,9-tetrahydro-1,6-methanopyrido[1,2-b][1,2,5]triazonine-10-carboxamide